tert-butyl 3-(3-iodo-5-methyl-pyrazol-1-yl)pyrrolidine-1-carboxylate IC1=NN(C(=C1)C)C1CN(CC1)C(=O)OC(C)(C)C